((2-(5-bromo-4-methylpyridin-3-yl)-7-chlorobenzo[d]oxazol-5-yl)methyl)pyrrolidine-3-carboxylate BrC=1C(=C(C=NC1)C=1OC2=C(N1)C=C(C=C2Cl)COC(=O)C2CNCC2)C